F[C@@H]1[C@]2(C=C[C@@](C[C@@H]1N(C1=CC=C(N=N1)C1=C(C=C(C=C1)N1N=CC(=C1)F)O)C)(N2)C)C 2-(6-(((1R,2S,3S,5R)-2-fluoro-1,5-dimethyl-8-azabicyclo[3.2.1]oct-6-en-3-yl)(methyl)amino)pyridazin-3-yl)-5-(4-fluoro-1H-pyrazol-1-yl)phenol